OC1=C(C(N(C=C1)C)=O)NC(N[C@@H](CC(=O)O)C=1C=C(C=C(C1)C)C1=C(C=CC=C1C)C)=O (S)-3-(3-(4-hydroxy-1-methyl-2-oxo-1,2-dihydropyridin-3-yl)ureido)-3-(2',5,6'-trimethylbiphenyl-3-yl)propanoic acid